6'-(((1S,3S)-3-((5,6-dimethylpyrazin-2-yl)amino)cyclopentyl)amino)-5-(1-(4-methoxybenzyl)-1H-tetrazol-5-yl)-2H-[1,3'-bipyridin]-2-one CC=1N=CC(=NC1C)N[C@@H]1C[C@H](CC1)NC1=CC=C(C=N1)N1C(C=CC(=C1)C1=NN=NN1CC1=CC=C(C=C1)OC)=O